ClC1=CC=C(S1)CNC1=CC(=NN1C(C(COC)(C)C)=O)C1CNCCC1 1-(5-{[(5-chlorothiophen-2-yl)methyl]amino}-3-(piperidin-3-yl)-1H-pyrazol-1-yl)-3-methoxy-2,2-dimethylpropan-1-one